ClC1=C(C=CC=C1)C1=CC2=C(N=C(N=C2)NC2=CC(=CC=C2)SC)N2C1=NCC2 6-(2-chlorophenyl)-N-(3-(methylthio)phenyl)-8,9-dihydroimidazo[1',2':1,6]pyrido[2,3-d]pyrimidin-2-amine